FC(C=1C=C(C=CC1F)C=1C=C2C(=NC1)C=NN2C[C@H]2CN(C(O2)=O)C)F (5R)-5-[[6-[3-(Difluoromethyl)-4-fluoro-phenyl]pyrazolo[4,3-b]pyridin-1-yl]methyl]-3-methyl-oxazolidin-2-one